tert-Butyl (S)-2-((4-(1-(tert-butoxycarbonyl)piperidin-4-yl)phenyl)amino)-4-(1-(2-cyano-1-cyclopentylethyl)-1H-pyrazol-4-yl)-7H-pyrrolo[2,3-d]pyrimidine-7-carboxylate C(C)(C)(C)OC(=O)N1CCC(CC1)C1=CC=C(C=C1)NC=1N=C(C2=C(N1)N(C=C2)C(=O)OC(C)(C)C)C=2C=NN(C2)[C@@H](CC#N)C2CCCC2